FC(C(=O)O)(F)F.FC(C(=O)O)(F)F.NC1=NN2C(N=CC=C2)=C1C(=O)NC(C)C=1C=C(C=2N(C1N1[C@H](CCCC1)C)C=NC2)Cl 2-Amino-N-{1-[8-chloro-5-[(2S)-2-methylpiperidin-1-yl]imidazo[1,5-a]-pyridin-6-yl]ethyl}pyrazolo[1,5-a]-pyrimidine-3-carboxamide bistrifluoro-acetate